BrC=1C=C(C2=CC(=CC=C2C1)O)C(CNC(C)=O)CO N-(2-(3-bromo-7-hydroxynaphthalen-1-yl)-3-hydroxypropyl)acetamide